2-hydroxy-benzoin OC1=C(C=CC=C1)C(=O)C(O)C1=CC=CC=C1